N(=[N+]=[N-])CCCCCC(CS(=O)(=O)C1=CC=C(C=C1)Cl)O 7-azido-1-((4-chlorophenyl)sulfonyl)heptan-2-ol